ClC1=NC=C(C(=C1)C1=C(C=NC(=C1)C)C(=O)NC=1SC(=NN1)O[C@H]1C[C@@H](CCC1)O)OC 2'-chloro-N-(5-(((1R,3R)-3-hydroxycyclohexyl)oxy)-1,3,4-thiadiazol-2-yl)-5'-methoxy-6-methyl-(4,4'-bipyridine)-3-carboxamide